p-Phenylenediamine NC1C=CC(N)=CC=1